8-amino-N-(cyclopropylmethyl)-6-(4-fluorophenyl)-5-{3-methylimidazo[1,2-a]pyridin-6-yl}imidazo[1,2-a]pyrazine-2-carboxamide NC=1C=2N(C(=C(N1)C1=CC=C(C=C1)F)C=1C=CC=3N(C1)C(=CN3)C)C=C(N2)C(=O)NCC2CC2